[Ta].[Gd] gadolinium tantalum